tert-butyl 4-(1-(4-methoxybenzyl)-6-(4,4,5,5-tetramethyl-1,3,2-dioxaborolan-2-yl)-1H-indazol-4-yl)piperazine-1-carboxylate COC1=CC=C(CN2N=CC3=C(C=C(C=C23)B2OC(C(O2)(C)C)(C)C)N2CCN(CC2)C(=O)OC(C)(C)C)C=C1